7-methoxy-4-oxo-2-phenyl-4H-chromene-8-carbaldehyde COC1=CC=C2C(C=C(OC2=C1C=O)C1=CC=CC=C1)=O